(2S,3R,5R)-3-((E)-(2-(6-(3,4-dihydroxybenzamido)hexanoyl)hydrazono)methyl)-3-methyl-7-oxo-4-thia-1-azabicyclo[3.2.0]heptane-2-carboxylic acid 4,4-dioxide OC=1C=C(C(=O)NCCCCCC(=O)N\N=C\[C@]2([C@@H](N3C(C[C@H]3S2(=O)=O)=O)C(=O)O)C)C=CC1O